COCC(C)CC(=O)O.C(C)(=O)OC(COC)C propylene glycol methyl ether acetate (2-methoxy-1-methylethyl-acetate)